1-((5-methylthiophen-2-yl)sulfonyl)-1H-1,2,4-triazole CC1=CC=C(S1)S(=O)(=O)N1N=CN=C1